COC(=O)C=1C=2C=CNC2C(=CC1)B1OC(C(O1)(C)C)(C)C.[N+](=O)([O-])C1=CC=C(C=2C(CCCC12)=O)NC(C)=O N-(4-nitro-8-oxo-5,6,7,8-tetrahydronaphthalen-1-yl)acetamide methyl-7-(4,4,5,5-tetramethyl-1,3,2-dioxaborolan-2-yl)-1H-indole-4-carboxylate